ethyl 4-((2-(dimethylamino) ethyl) amino)-3-nitrobenzoate CN(CCNC1=C(C=C(C(=O)OCC)C=C1)[N+](=O)[O-])C